COC(=O)C1=CC=C2C(C(N(C2=C1)C(C)=O)=O)=C(C1=CC=CC=C1)OC 1-acetyl-3-(methoxyphenylmethylene)-2-oxoindole-6-carboxylic acid methyl ester